C1(=CC=CC=C1)CC(=O)OO.[Li] lithium monohydroxy phenylacetate